FC(C=1C=2N(C=CC1)N=C(C2)[C@H]2N(CCC1=C2N=CN1)C=1OC(=NN1)C)F (S)-2-(4-(4-(difluoromethyl)pyrazolo[1,5-a]pyridin-2-yl)-6,7-dihydro-1H-imidazo[4,5-c]pyridin-5(4H)-yl)-5-methyl-1,3,4-oxadiazole